S(=O)(=O)(O)O.C(=C)N1CN(C=C1)CCCCS(=O)(=O)O 1-vinyl-3-(sulfobutyl)imidazole hydrogen sulfate